2-chloro-N-(3-((6-(methylamino)pyrimidin-4-yl)oxy)phenyl)acetamide ClCC(=O)NC1=CC(=CC=C1)OC1=NC=NC(=C1)NC